FC1=C(CC2=C(OCCN3CCOCC3)C(=CC(=C2)C)C)C=CC=C1 4-(2-(2-(2-Fluorobenzyl)-4,6-dimethylphenoxy)ethyl)morpholine